(1R,2R)-N,N-dimethyl-1,2-diaminocyclohexane (N,N-dimethylaminoethyl)methacrylate CN(C)CCOC(C(=C)C)=O.CN([C@H]1[C@@H](CCCC1)N)C